C(C)(C)(C)OC(=O)N[C@H](C=1N=C2N(N=CC(=C2)CC2C(N(C(C2)C)C(=O)OC(C)(C)C)=O)C1)C1CCC(CC1)(F)F tert-Butyl 3-((2-((S)-((tert-butoxycarbonyl)amino)(4,4-difluorocyclohexyl)methyl)imidazo[1,2-b]pyridazin-7-yl)methyl)-5-methyl-2-oxopyrrolidine-1-carboxylate